N-{7-[6-(1-hydroxybutyl)-4-methylpyridin-3-yl]-2,6-naphthyridin-3-yl}-3-methyloxetane-3-carboxamide OC(CCC)C1=CC(=C(C=N1)C1=NC=C2C=C(N=CC2=C1)NC(=O)C1(COC1)C)C